9-(4-aminophenyl)carbazole hydrochloride Cl.NC1=CC=C(C=C1)N1C2=CC=CC=C2C=2C=CC=CC12